BrC1=CC(=C(OCC(=O)O)C=C1)C1=NOC=C1 [4-bromo-2-(3-isoxazolyl)phenoxy]acetic acid